ClC(C)C1=CC(=NO1)C1=C(C=CC=C1)F 5-(1-chloroethyl)-3-(2-fluorophenyl)isoxazole